C(CC1=C(C(C(=O)N(Br)Br)=CC=C1)C(=O)N(Br)Br)C1=C(C(C(=O)N(Br)Br)=CC=C1)C(=O)N(Br)Br ethylenebis(tetrabromophthalamide)